3-chloro-2'-(2-(cyclopropylamino)pyrimidin-4-yl)-4-((3,5-difluoropyridin-2-yl)methoxy)-5',6-dimethyl-2H-[1,4'-bipyridin]-2-one ClC=1C(N(C(=CC1OCC1=NC=C(C=C1F)F)C)C1=CC(=NC=C1C)C1=NC(=NC=C1)NC1CC1)=O